ClC1=NC(=CC(=C1)S(=O)(=O)N1CCC(CC1)(F)F)Cl 2,6-dichloro-4-((4,4-difluoropiperidin-1-yl)sulfonyl)pyridine